FC(C(=O)OC)(C1=C(C=CC(=C1)C(NC1=CC(=C(C=C1)C)C1=CC(=NC(=C1)OCCOC1OCCCC1)N1CCOCC1)=O)F)F methyl 2,2-difluoro-2-(2-fluoro-5-((4-methyl-3-(2-morpholino-6-(2-((tetrahydro-2H-pyran-2-yl)oxy)ethoxy)pyridin-4-yl)phenyl)carbamoyl)phenyl)acetate